BrC1=CC=C2C(CC3(C2=C1)CC3)NS(=O)C(C)(C)C N-(6'-bromo-2',3'-dihydrospiro[cyclopropan-1,1'-indene]-3'-yl)-2-methylpropane-2-sulfinamide